(R)-(4-benzyl-7-azabicyclo[2.2.1]hept-1-yl)(m-fluorophenyl)methanol C(C1=CC=CC=C1)C12CCC(CC1)(N2)[C@H](O)C2=CC(=CC=C2)F